7-(4-chloro-5-fluoro-1H-indazol-3-yl)-8-fluoro-2-{[(2R,7aS)-2-fluorotetrahydro-1H-pyrrolizin-7a(5H)-yl]methoxy}-4-(8-oxa-3-azabicyclo[3.2.1]octan-3-yl)pyrido[4,3-d]pyrimidine ClC1=C2C(=NNC2=CC=C1F)C1=C(C=2N=C(N=C(C2C=N1)N1CC2CCC(C1)O2)OC[C@]21CCCN1C[C@@H](C2)F)F